N-ethyl-2-nitro-5-chlorobenzamide C(C)NC(C1=C(C=CC(=C1)Cl)[N+](=O)[O-])=O